1-(4-methoxybenzyl)-1,7-dihydropyrano[3,4-c]pyrazol-4(5H)-one COC1=CC=C(CN2N=CC3=C2COCC3=O)C=C1